C(C)(C)(C)OC(=O)N1C[C@H](CC1)C(NC1=C(C=C(C=C1)[N+](=O)[O-])F)=O (3S)-3-[(2-fluoro-4-nitrophenyl)carbamoyl]pyrrolidine-1-carboxylic acid tert-butyl ester